(S)-1-(3-(4-amino-5-((2-methylbenzo[d]oxazol-5-yl)ethynyl)-7H-pyrrolo[2,3-d]pyrimidin-7-yl)pyrrolidin-1-yl)prop-2-en-1-one NC=1C2=C(N=CN1)N(C=C2C#CC=2C=CC1=C(N=C(O1)C)C2)[C@@H]2CN(CC2)C(C=C)=O